m-methylbenzoic anhydride CC=1C=C(C(=O)OC(C2=CC(=CC=C2)C)=O)C=CC1